CC1=C(NCC(CC2=CNC(O2)=O)O)C(=CC=C1)C 5-[3-(2,6-dimethylanilino)-2-hydroxypropyl]-1,3-oxazol-2(3H)-one